2-{5-[Methyl(piperidin-4-yl)amino][1,3]thiazolo[5,4-d][1,3]thiazol-2-yl}-5-(1H-1,2,4-triazol-1-yl)pyridin-3-ol Hydrochlorid Cl.CN(C=1SC2=C(N1)SC(=N2)C2=NC=C(C=C2O)N2N=CN=C2)C2CCNCC2